ClC1=C(CNC(=O)C2(C=3C=CC=NC3C(CC2)=O)O)C=CC=C1C(F)(F)F N-(2-chloro-3-(trifluoromethyl)benzyl)-5-hydroxy-8-oxo-5,6,7,8-tetrahydroquinoline-5-carboxamide